C(=O)(OCC1C2=CC=CC=C2C2=CC=CC=C12)N[C@@H]([C@@H](O)C)C(=O)O Fmoc-allo-threonine